CN(CCCOC1=C(C=C(C=C1)NC(=O)NC1=C(C=C(C=C1)F)O)C=1N(N=CC1)C)C 1-[4-(3-Dimethylamino-propoxy)-3-(2-methyl-2H-pyrazol-3-yl)-phenyl]-3-(4-fluoro-2-hydroxy-phenyl)-urea